2-(1-(trifluoromethyl)cyclopropyl)ethanamine hydrochloride Cl.FC(C1(CC1)CCN)(F)F